8'-(6-{[1,4'-Bipiperidine]-1'-yl}-5-[(dimethylsulfamoyl)amino]pyridin-3-yl)-3'-methyl-2',3'-dihydrospiro[cyclobutane-1,1'-pyrrolo[2,3-c]quinoline]-2'-one N1(CCCCC1)C1CCN(CC1)C1=C(C=C(C=N1)C1=CC=2C3=C(C=NC2C=C1)N(C(C31CCC1)=O)C)NS(N(C)C)(=O)=O